6-chloro-3-iodo-1-(tetrahydro-2H-pyran-2-yl)-1,5-dihydro-4H-pyrazolo[3,4-d]pyrimidin-4-one ClC=1NC(C2=C(N1)N(N=C2I)C2OCCCC2)=O